1-Ethylcyclopentadienyl-1,3-cyclohexadien C(C)C1(C=CC=C1)C1=CC=CCC1